O[C@H]1C[C@H](C1)CNC(O[C@@H]1C[C@@H](CC1)C1=CC(=NN1)NC(CC1=CC(=CC(=C1)F)F)=O)=O (1S,3R)-3-(3-{[(3,5-difluorophenyl) acetyl]amino}-1H-pyrazol-5-yl)cyclopentyl [(cis-3-hydroxycyclobutyl) methyl]carbamate